BrCCC1=C2CCNC2=CC=C1 4-(2-bromoethyl)-1,3-dihydro-2H-indole